C(C)N1C(=NC=2C1=NC(=CC2)C=2C=CN1N=C(N=CC12)NC1CN(C1)C)C 5-(3-ethyl-2-methyl-3H-imidazo[4,5-b]pyridin-5-yl)-N-(1-methylazetidin-3-yl)pyrrolo[2,1-f][1,2,4]triazin-2-amine